(E)-N-hydroxy-3-(4-((3-(4-hydroxyphenethyl)-2,4-dioxo-3,4-dihydroquinazolin-1(2H)-yl)methyl)phenyl)acryl-amide ONC(\C=C\C1=CC=C(C=C1)CN1C(N(C(C2=CC=CC=C12)=O)CCC1=CC=C(C=C1)O)=O)=O